C(C)(C)N1C[C@H](N(C[C@@H]1C)C1=CN=C(S1)C1=NNC(=C1CC(F)(F)F)C=1C=C(C=2N(C1)N=CN2)OC)C 5-((2R,5S)-4-isopropyl-2,5-dimethylpiperazin-1-yl)-2-(5-(8-methoxy-[1,2,4]triazolo[1,5-a]pyridin-6-yl)-4-(2,2,2-trifluoroethyl)-1H-pyrazol-3-yl)thiazole